(1R,2S)-N-(4-(2-(((1r,4r)-4-(Dimethylamino)cyclohexyl)amino)-8-isopropyl-7-oxo-7,8-dihydropteridin-6-yl)-2-fluorophenyl)-2-phenylcyclopropane-1-sulfonamide CN(C1CCC(CC1)NC1=NC=2N(C(C(=NC2C=N1)C1=CC(=C(C=C1)NS(=O)(=O)[C@H]1[C@@H](C1)C1=CC=CC=C1)F)=O)C(C)C)C